7-{3-[(4-methoxy-6-methylpyrimidin-2-yl)carbamoyl]azetidin-1-yl}-4-oxo-1-(1,2,4-thiadiazol-5-yl)-1,4-dihydro-1,8-naphthyridine-3-carboxylic acid COC1=NC(=NC(=C1)C)NC(=O)C1CN(C1)C1=CC=C2C(C(=CN(C2=N1)C1=NC=NS1)C(=O)O)=O